1,2-bis(acryloyloxyethylthioethylthio)ethane C(C=C)(=O)OCCSCCSCCSCCSCCOC(C=C)=O